C(C)(=O)C1=C(C2=C(N=C(N=C2)NC2=NC=C(C=C2)N2CC3=CC=C(C=C3C2)CO[Si](C)(C)C(C)(C)C)N(C1=O)C1CCCC1)C 6-acetyl-2-[[5-[5-[[tert-butyl(dimethyl)silyl]oxymethyl]isoindolin-2-yl]-2-pyridyl]amino]-8-cyclopentyl-5-methyl-pyrido[2,3-d]pyrimidin-7-one